2-(Aziridin-1-ylmethyl)-2-((palmitoyloxy)methyl)propane-1,3-diyl dipalmitate C(CCCCCCCCCCCCCCC)(=O)OCC(COC(CCCCCCCCCCCCCCC)=O)(COC(CCCCCCCCCCCCCCC)=O)CN1CC1